C(C1=CC=CC=C1)(=O)OC[C@@H]1[C@H]([C@@H]2[C@](N3C(=NC(C=C3)=O)O2)(O1)C#N)OC(C1=CC=CC=C1)=O ((2R,3R,3aR,9aR)-3-(Benzoyloxy)-9a-cyano-6-oxo-3,3a,6,9a-tetrahydro-2H-furo[2',3':4,5]oxazolo[3,2-a]pyrimidin-2-yl)methyl benzoate